6-(4-[3-[(2S)-3-Methoxy-2-[[6-oxo-5-(trifluoromethyl)-1,6-dihydropyridazin-4-yl]oxy]propoxy]propanoyl]piperazin-1-yl)pyridine-3-carbonitrile COC[C@@H](COCCC(=O)N1CCN(CC1)C1=CC=C(C=N1)C#N)OC=1C=NNC(C1C(F)(F)F)=O